C(#N)C1=C(C=C(C=C1)NC(=O)C1(CCC1)N1N=CC(=C1)C#CC1CN(C1)C=1C=C2C(N(C(C2=CC1)=O)C1C(NC(CC1)=O)=O)=O)C1CC1 N-(4-cyano-3-cyclopropylphenyl)-1-(4-((1-(2-(2,6-dioxopiperidin-3-yl)-1,3-dioxoisoindolin-5-yl)azetidin-3-yl)ethynyl)-1H-pyrazol-1-yl)cyclobutane-1-carboxamide